COC=1C=C2C(=NC(=NC2=CC1OCCCN1CCCC1)N)NC1=NNC(=C1)C 6-methoxy-N4-(5-methyl-1H-pyrazol-3-yl)-7-(3-(pyrrolidin-1-yl)propoxy)quinazolin-2,4-diamine